C(C=CC=CC=CCCCCCCCCCCC)(=O)OO peroxyoctadecatrienoic acid